O=C1N([C@@H]2CC[C@H](N1C2)SC(F)(F)F)OS(=O)(=O)O.BrC2=CC(=CC=1C=COC12)C(C)=O 1-(7-Bromobenzofuran-5-yl)ethan-1-one (2R,5R)-7-oxo-2-[(trifluoromethyl)sulfanyl]-1,6-diazabicyclo[3.2.1]octan-6-yl-hydrogensulfate